6-chloro-3-fluoro-8-[(1R,2R)-2-[5-(trifluoromethyl)-2-pyridyl]cyclopropyl]imidazo[1,2-b]pyridazine ClC=1C=C(C=2N(N1)C(=CN2)F)[C@H]2[C@@H](C2)C2=NC=C(C=C2)C(F)(F)F